C(C)(=O)NC=1C=C(C=CC1)C#CCN1C(N(C(C(=C1Cl)NC(CCC1=CC=C(C=C1)C)=O)=O)C)=O N-(1-(3-(3-acetamidophenyl)prop-2-yn-1-yl)-6-chloro-3-methyl-2,4-dioxo-1,2,3,4-tetrahydropyrimidin-5-yl)-3-(p-tolyl)propanamide